N1C=C(C2=CC=CC=C12)CNC(CC1=CC=C(C=C1)N1C=NC2=C1C=CC(=C2)C(=O)NC)=O 1-(4-(2-(((1H-Indol-3-yl)methyl)amino)-2-oxoethyl)phenyl)-N-methyl-1H-benzo[d]imidazole-5-Carboxamide